C(=O)(O)C1=C(C=C(C=C1)C)C(C(=O)O)(C(=O)O)C 2-(2-carboxy-5-methylphenyl)-2-methylpropanedioic acid